di-methyl-4-methoxypyridine CC=1C(=NC=CC1OC)C